C(C)(C)(C)OC(=O)N([C@H](C(=O)OC(C)(C)C)CCC(=O)OC)C(=O)OC(C)(C)C (S)-1-tert-Butyl 5-methyl 2-(bis(tert-butoxycarbonyl)amino)pentanedioate